4-oxo-3-(1-(2,2,3,3,3-pentafluoropropyl)-1H-pyrazol-4-yl)-2-(trifluoromethyl)-4H-pyrido[1,2-a]pyrimidine-8-carbonitrile O=C1C(=C(N=C2N1C=CC(=C2)C#N)C(F)(F)F)C=2C=NN(C2)CC(C(F)(F)F)(F)F